(2-(7-(hydroxymethyl)-2-methoxyquinoxalin-5-yl)-4-methyl-7,8-dihydro-[1,4]dioxino[2',3':3,4]benzo[1,2-d]thiazol-7-yl)methyl pyridin-3-ylcarbamate N1=CC(=CC=C1)NC(OCC1OC2=C(C3=C(N=C(S3)C3=C4N=CC(=NC4=CC(=C3)CO)OC)C(=C2)C)OC1)=O